methyl 1-[4-(1,3-dioxolan-2-yl)-2-fluoro-3-[(4-methoxyphenyl)methoxy]phenyl]cyclopropane-1-carboxylate O1C(OCC1)C1=C(C(=C(C=C1)C1(CC1)C(=O)OC)F)OCC1=CC=C(C=C1)OC